2,2-Difluoropropyl-amine hydrochloride Cl.FC(CN)(C)F